FC(C(=O)N1CCC(CC1)O)(F)C=1SC=C(N1)C(=O)NC1=CC(=C(C=C1)F)C 2-(1,1-difluoro-2-(4-hydroxypiperidin-1-yl)-2-oxoethyl)-N-(4-fluoro-3-methylphenyl)thiazole-4-carboxamide